1-(3-bromopyridin-2-yl)pent-4-en-1-one BrC=1C(=NC=CC1)C(CCC=C)=O